C(C)(=O)OC1=CC=C(C=C1)C(C)(C)C 4-(tert-Butyl)phenyl acetate